(S)-2-((4-(6-((5-cyanopyridin-2-yl)methoxy)pyridin-2-yl)piperidin-1-yl)methyl)-1-(oxetan-2-ylmethyl)-1H-benzo[d]imidazole-6-carboxylic acid C(#N)C=1C=CC(=NC1)COC1=CC=CC(=N1)C1CCN(CC1)CC1=NC2=C(N1C[C@H]1OCC1)C=C(C=C2)C(=O)O